O1CCN(C2=C1C=CC=C2)NC(=O)C=2C=NC1=C(C(=CC=C1C2C2CSC2)F)C2=C(C(=CC(=C2)F)F)F N-(2,3-dihydro-1,4-benzoxazin-4-yl)-7-fluoro-4-(thietan-3-yl)-8-(2,3,5-trifluorophenyl)quinoline-3-carboxamide